C(C)(C)N1C(C(C(CC1)=O)=CN(C)C)=O 1-isopropyl-3-((dimethylamino)methylene)piperidine-2,4-dione